CC=1N=C2N(C=CC=3[C@H]([C@@H]([C@H](NC23)C2=CC=CC=C2)O)O)C1C (7R,8R,9R)-2,3-Dimethyl-7,8-dihydroxy-9-phenyl-7,8,9,10-tetrahydroimidazo[1,2-h][1,7]naphthyridine